4-[4-bromo-3-(4-chlorophenyl)-1H-pyrazol-5-yl]Benzonitrile BrC=1C(=NNC1C1=CC=C(C#N)C=C1)C1=CC=C(C=C1)Cl